C(C)(C)(C)OC(=O)N1C(CNCC1)COC1=C(C(=CC=C1C#N)Br)Cl (3-bromo-2-chloro-6-cyanophenoxy)methylpiperazine-1-carboxylic acid tert-butyl ester